C(N)(=O)C=1C=C(CNC(C2=CC(=C(C=C2)[N+](=O)[O-])N[C@H]2C[C@@H](CC2)C(NC)=O)=O)C=CC1 N-(3-Carbamoylbenzyl)-3-(((1R,3R)-3-(methylcarbamoyl)cyclopentyl)amino)-4-nitrobenzamide